CN1CC(C1)C(=O)NCCCNC1=NC(=NC=C1C(F)(F)F)NC=1N=C(SC1C)C1CCN(CC1)C 1-methyl-N-(3-((2-((5-methyl-2-(1-methylpiperidin-4-yl)thiazol-4-yl)amino)-5-(trifluoromethyl)pyrimidin-4-yl)amino)propyl)azetidine-3-carboxamide